C(#N)CCC1=CN(C2=NC=CC(=C21)OC2=C(C=C(C=C2F)NC(=O)NCC2(COC2)C(C)C)F)COCC[Si](C)(C)C N-(4-{[3-(2-cyanoethyl)-1-{[2-(trimethylsilyl)ethoxy]methyl}-1H-pyrrolo[2,3-b]pyridin-4-yl]oxy}-3,5-difluorophenyl)-N'-{[3-(propan-2-yl)oxetan-3-yl]methyl}urea